(1H-pyrazol-5-yl)-1H-indole-3-carbonitrile N1N=CC=C1N1C=C(C2=CC=CC=C12)C#N